C(CC)O[Al](OCCC)OCCC tripropoxyaluminum